(1S,3R)-3-(3-{[(6-meth-oxypyridin-3-yl)acetyl]-amino}-1H-pyrazol-5-yl)-cyclopentyl (2S,3R)-3-hydroxy-2,3-dimethyl-azetidine-1-carboxylate O[C@]1([C@@H](N(C1)C(=O)O[C@@H]1C[C@@H](CC1)C1=CC(=NN1)NC(CC=1C=NC(=CC1)OC)=O)C)C